imidazo[5,4-d]isothiazole S1NC=C2C1=NC=N2